methyl 4-(cyclobutylmethyl)-5-iodo-2-methylbenzoate C1(CCC1)CC1=CC(=C(C(=O)OC)C=C1I)C